C1(CCCC1)C(CC1=CC=CC=C1)(C1CCCCC1)Cl cyclopentylcyclohexylbenzylmethyl chloride